COC1=C(C=CC(=C1)OC)CN(C=1N=NC(=C2C1N=CN2)OC(C)C)CC2=C(C=C(C=C2)OC)OC N,N-bis[(2,4-dimethoxyphenyl)methyl]-4-isopropoxy-3H-imidazo[4,5-d]pyridazin-7-amine